Bicyclo[6.1.0]non-4-yn-9-ylmethanol C12CCC#CCCC2C1CO